N-phenyl-1-naphthylhydrazine C1(=CC=CC=C1)N(N)C1=CC=CC2=CC=CC=C12